FC=1C=C(C=NC1)C1(NC(=NC(=N1)NC(C)C)C1=CC=CC=C1)N 2-(5-Fluoropyridin-3-Yl)-N4-isopropyl-6-phenyl-1,3,5-triazine-2,4-diamine